2-(3-methyl-6,7-dihydro-5H-cyclopenta[c]pyridin-5-yl)isoindoline-1,3-dione CC1=CC2=C(C=N1)CCC2N2C(C1=CC=CC=C1C2=O)=O